Diphenylplatinum C1(=CC=CC=C1)[Pt]C1=CC=CC=C1